Azidocaproic acid N(=[N+]=[N-])C(C(=O)O)CCCC